FC=1C=C(C=CC1OCCN1CCCC1)C1(NN(C(=N1)N)C1=NC=CC=C1)N 3-(3-fluoro-4-(2-(pyrrolidin-1-yl)ethoxy)phenyl)-1-(pyridin-2-yl)-1H-1,2,4-triazole-3,5-diamine